(S)-5-(3-cyclopropyl-4-(2-methoxyethoxy)phenyl)-6-methyl-3,6-dihydro-2H-1,3,4-oxadiazin-2-one C1(CC1)C=1C=C(C=CC1OCCOC)C1=NNC(O[C@H]1C)=O